[Mn].COC1=CC=C(C=2COC(OCC21)C=2N=C(SC2)C2CCN(CC2)C(CN2N=C(C=C2C(F)F)C(F)F)=O)OS(=O)(=O)C 4-[4-(6-methoxy-9-methylsulfonyloxy-1,5-dihydro-3H-2,4-benzodioxepin-3-yl)-2-thiazolyl]-1-[2-[3,5-bis(difluoromethyl)-1H-pyrazol-1-yl]acetyl]piperidine Manganese